(R)-2-[(1-acetyl-5-methoxyindol-6-yl)amino]-8-cyclopentyl-7-ethyl-5-methyl-7,8-dihydropterin C(C)(=O)N1C=CC2=CC(=C(C=C12)N[C@@]1(NC=2N(C(CN(C2C(N1)=O)C)CC)C1CCCC1)N)OC